CC(C(=O)OC)(C)OC1=CC=C(C=C1)N1CCNCC1 methyl 2-methyl-2-(4-piperazin-1-ylphenoxy)propanoate